N,5-dimethyl-5-azaspiro[2.4]heptan-7-amine CNC1CN(CC12CC2)C